2-Methoxy-4-[[1-[(3S)-3-(1H-1,2,4-triazol-5-yl)pyrrolidine-1-carbonyl]-4-piperidyl]oxymethyl]benzonitrile COC1=C(C#N)C=CC(=C1)COC1CCN(CC1)C(=O)N1C[C@H](CC1)C1=NC=NN1